tert-butyl 4-[8-fluoro-1-[(8-fluoro-2-methyl-imidazo[1,2-a]pyridin-6-yl)amino]-6-isoquinolyl]-3,6-dihydro-2H-pyridine-1-carboxylate FC=1C=C(C=C2C=CN=C(C12)NC=1C=C(C=2N(C1)C=C(N2)C)F)C=2CCN(CC2)C(=O)OC(C)(C)C